CN(CCCNS(=O)(=O)C1=CC(=CC=C1)OC[C@H](CNC1COC2(C1)CCN(CC2)S(=O)(=O)C=2C=NN(C2C)C2=CC=CC=C2)O)C N-(3-(dimethylamino)propyl)-3-((2S)-2-hydroxy-3-(8-(5-methyl-1-phenyl-1H-pyrazol-4-ylsulfonyl)-1-oxa-8-azaspiro[4.5]decan-3-ylamino)propoxy)benzenesulfonamide